6-[3-(dimethylamino)pyrrolidin-1-yl]Pyridine-2-carbonitrile CN(C1CN(CC1)C1=CC=CC(=N1)C#N)C